CC1=C(C=C2C(N(C=NC2=C1C)[C@H]1CCOC[C@@H]1O)=O)CC1=CC=C(C=C1)C=1C=NN(C1)C 1,5-anhydro-2,3-dideoxy-3-(7,8-dimethyl-6-(4-(1-methyl-1H-pyrazol-4-yl)benzyl)-4-oxoquinazolin-3(4H)-yl)-L-threo-pentitol